3-(4-((4-((dicyclohexylamino)methyl)benzyl)thio)-1-oxoisoindolin-2-yl)piperidine-2,6-dione C1(CCCCC1)N(C1CCCCC1)CC1=CC=C(CSC2=C3CN(C(C3=CC=C2)=O)C2C(NC(CC2)=O)=O)C=C1